FC(C(C(C(C(C1OC1)(F)F)(F)F)(F)F)(F)F)(C(F)(F)F)F 2-tridecafluorohexyloxirane